3-(1-((3-(5-Ethyl-4-oxo-7-propyl-4,5-dihydro-3H-pyrrolo[3,2-d]pyrimidin-2-yl)-4-propoxyphenyl)sulfonyl)piperidin-4-yl)propylnitrat C(C)N1C=C(C=2N=C(NC(C21)=O)C=2C=C(C=CC2OCCC)S(=O)(=O)N2CCC(CC2)CCCO[N+](=O)[O-])CCC